quinoline-8-yl perfluorobutyl-sulfonate FC(C(C(C(F)(F)F)(F)F)(F)F)(S(=O)(=O)OC=1C=CC=C2C=CC=NC12)F